FC(=C1CCN2CCC=C12)F (R)-1-(difluoromethylene)tetrahydro-1H-pyrrolizin